3-chloro-N-(4-{1-[(3,3,3-trifluoropropyl)carbamoyl]cyclobutyl}phenyl)benzamide ClC=1C=C(C(=O)NC2=CC=C(C=C2)C2(CCC2)C(NCCC(F)(F)F)=O)C=CC1